(R)-1-(2-methyl-4-((1-(2-methyl-3-(trifluoromethyl)phenyl)prop-2-yn-1-yl)amino)-7-oxopyrido[4,3-d]pyrimidin-6(7H)-yl)cyclopropane-1-carbonitrile CC=1N=C(C=2C(N1)=CC(N(C2)C2(CC2)C#N)=O)N[C@H](C#C)C2=C(C(=CC=C2)C(F)(F)F)C